C(C)C1=CC=C(C2=C1NC(C[C@H](N2)C)=O)C=2C=CC=C1C=C(N=CC21)C=2C=CC(=NC2)C(=O)[O-].[Li+] lithium (R)-5-(8-(9-ethyl-4-methyl-2-oxo-2,3,4,5-tetrahydro-1H-benzo[b][1,4]diazepin-6-yl)isoquinolin-3-yl)picolinate